FC(COC1=C2C(=NC(=C1)F)C(=C(N2)C2=CC(=NC=C2)NC(C)=O)C2=NC=CC=C2)F N-{4-[7-(2,2-difluoroethoxy)-5-fluoro-3-(pyridin-2-yl)-1H-pyrrolo[3,2-b]pyridin-2-yl]pyridin-2-yl}acetamide